[N+](=O)([O-])OO[N+](=O)[O-].[K] potassium nitroperoxide